C(C)(C)(C)OC(=O)N1CCN(C2=CC=CC(=C12)C)C1=CC2=C(N=C(N=C2)NC2=CC=C(C=C2)OCCN(C)C)N(C1=O)C 4-[2-[4-[2-(dimethylamino)ethoxy]anilino]-8-methyl-7-oxo-pyrido[2,3-d]pyrimidin-6-yl]-8-methyl-2,3-dihydroquinoxaline-1-carboxylic acid tert-butyl ester